C(C)(C)(C)OC(=O)N(C(OC(C)(C)C)=O)C=1N=CC2=CC(=C(C=C2C1)C1CCN(CC1)C1COCC1O[Si](C1=CC=CC=C1)(C1=CC=CC=C1)C(C)(C)C)Cl tert-butyl (tert-butoxycarbonyl)(6-(1-(4-((tert-butyldiphenylsilyl)oxy)tetrahydrofuran-3-yl)piperidin-4-yl)-7-chloroisoquinolin-3-yl)carbamate